[Si](C)(C)(C(C)(C)C)OC[C@@H](C(=O)NC)OC1=C2C(C=C(N(C2=C(C=N1)Cl)C1=C(C=C(C=C1Cl)F)Cl)C)=O (S)-3-((tert-Butyldimethylsilyl)oxy)-2-((8-chloro-1-(2,6-dichloro-4-fluorophenyl)-2-methyl-4-oxo-1,4-dihydro-1,6-naphthyridin-5-yl)oxy)-N-methylpropanamide